4'-[oxalyl-bis(imino)]bis(2-hydroxybenzoic acid) C(C(=O)NC=1C(=C(C(=O)O)C=CC1)O)(=O)NC=1C(=C(C(=O)O)C=CC1)O